C(#N)C1=CC(=C(C=C1)CCCC(=O)O)NC(=O)[C@H]1[C@]2(C1)CCOC1=CC(=C(C=C12)C(NC)=O)OC 4-[4-cyano-2-({[(2'R,4S)-7-methoxy-6-(methylcarbamoyl)-2,3-dihydrospiro[chromene-4,1'-cyclopropan]-2'-yl]carbonyl}amino)phenyl]butanoic acid